CN1C(=NN=C1)CC1(CCC1)C1=CC(=NC(=C1)NCCN1CCOCC1)N1C(C2=CC(=CC(=C2C1)C(F)(F)F)CNC1(CCC1)C)=O 2-(4-(1-((4-methyl-4H-1,2,4-triazol-3-yl)methyl)cyclobutyl)-6-((2-morpholinoethyl)amino)pyridin-2-yl)-6-(((1-methylcyclobutyl)amino)methyl)-4-(trifluoromethyl)isoindolin-1-one